BrC=1C(=CC(=NC1)/N=C/N(C)C)OC (E)-N'-(5-bromo-4-methoxypyridin-2-yl)-N,N-dimethylformimidamide